C[C@@H]1N(C2(CN(C2)C(=O)OC(C)(C)C)CNC1)C(=O)OCC1=CC=CC=C1 5-benzyl 2-(tert-butyl) (S)-6-methyl-2,5,8-triazaspiro[3.5]nonane-2,5-dicarboxylate